CS(=O)(=O)C=1N=CC2=C(N1)N(C(C=C2C#C[Si](C(C)C)(C(C)C)C(C)C)=O)C2CC(N(C2)C)=O 4-{2-methanesulfonyl-7-oxo-5-[2-(triisopropylsilyl)ethynyl]pyrido[2,3-d]pyrimidin-8-yl}-1-methylpyrrolidin-2-one